C(C)(C)(C)OC(=O)N1C(C(CCC1=O)N1C(C2=CC=CC(=C2C1)N)=O)=O.CCC[Si](OCC)(OCC)OCC gamma-propyl-triethoxysilane tert-butyl-3-(4-amino-1-oxoisoindolin-2-yl)-2,6-dioxopiperidine-1-carboxylate